O1C(CCC=C1)=O pyran-2(3H)-one